3-(trifluoro-methyl)sulfolane FC(C1CS(=O)(=O)CC1)(F)F